tert-butyl (8-((3-bromophenyl)sulfonyl)-1-oxa-8-azaspiro[4.5]decan-3-yl)((S)-2-hydroxy-3-(3-(N-methylsulfamoyl)phenoxy)propyl)carbamate BrC=1C=C(C=CC1)S(=O)(=O)N1CCC2(CC(CO2)N(C(OC(C)(C)C)=O)C[C@@H](COC2=CC(=CC=C2)S(NC)(=O)=O)O)CC1